2-methoxyethyl 4-(((3R,4R)-1-((R)-3-fluoropyrrolidine-1-carbonyl)-4-methylpiperidin-3-yl)(methyl)amino)-1H-pyrrolo[2,3-b]pyridine-5-carboxylate F[C@H]1CN(CC1)C(=O)N1C[C@@H]([C@@H](CC1)C)N(C1=C2C(=NC=C1C(=O)OCCOC)NC=C2)C